methyl 5-bromo-2-fluoroisonicotinate BrC1=CN=C(C=C1C(=O)OC)F